C(C)(C)(C)OC(=O)N1CCC(CC1)CNC1=C(N=NC(=C1)NC1=NC=C(N=C1)C#N)C1=CC=C(C=C1)CO.C(CCCCCC)C1C(CCC1)=COCCC1=CC=CC=C1 (2-((2-heptylcyclopentylidene)methoxy)ethyl)benzene tert-butyl-4-((6-(5-cyanopyrazin-2-ylamino)-3-(4-(hydroxymethyl)phenyl)pyridazin-4-ylamino)methyl)piperidine-1-carboxylate